C(C\C=C\CCCCCCCCCCCCC(=O)O)C(=O)O trans-3-hexadecene-1,16-dicarboxylic acid